di-octadecyl-2-(3-tert-butyl-4-hydroxy-5-methylbenzyl)-malonate C(CCCCCCCCCCCCCCCCC)OC(C(C(=O)OCCCCCCCCCCCCCCCCCC)CC1=CC(=C(C(=C1)C)O)C(C)(C)C)=O